N-(3-((2-(3-(2-hydroxyethyl)-3-methylureido)thiazol-5-yl)ethynyl)-4-methylphenyl)-4-(trifluoromethyl)pyridineamide OCCN(C(NC=1SC(=CN1)C#CC=1C=C(C=CC1C)NC(=O)C1=NC=CC(=C1)C(F)(F)F)=O)C